COCCOCC(=O)N1CCN(CC1)C=1SC=C(N1)C(=O)N[C@@H](CO)C(=O)[O-] (2-(4-(2-(2-methoxyethoxy)acetyl)piperazin-1-yl)thiazole-4-carbonyl)-Z-serinate